ClC1=NC=C(C(=C1)NCC[C@H](C)O)C1=NN(C(=C1)C(F)(F)F)C (S)-4-((2-Chloro-5-(1-methyl-5-(trifluoromethyl)-1H-pyrazol-3-yl)pyridin-4-yl)amino)butan-2-ol